4-bromo-1-(difluoromethyl)-3-(4-fluoro-2,6-dimethylphenoxy)pyridin-2(1H)-one BrC1=C(C(N(C=C1)C(F)F)=O)OC1=C(C=C(C=C1C)F)C